1-(9H-fluoren-9-yl)-3-oxo-2,7,10,13,16,19,22,25,28,31,34-undecaoxa-4-azaheptatriacontan-37-oic acid C1=CC=CC=2C3=CC=CC=C3C(C12)COC(NCCOCCOCCOCCOCCOCCOCCOCCOCCOCCOCCC(=O)O)=O